1-(4-fluoro-2-methylphenyl)-3-(6-methoxy-2-methylpyridin-3-yl)-6-(trifluoromethyl)-2,3-dihydroquinazolin-4(1H)-one FC1=CC(=C(C=C1)N1CN(C(C2=CC(=CC=C12)C(F)(F)F)=O)C=1C(=NC(=CC1)OC)C)C